alpha-Methyl-1,3-benzodioxole-5-propanal CC(C=O)CC1=CC2=C(OCO2)C=C1